CNS(N[C@H]1CCC2=CC=C(C(N2[C@H]1COC1CCC(CC1)C#CC)=O)C)(=O)=O |o1:4,13| rel-N-methyl-N'-[(3S,4R)-7-methyl-6-oxo-4-({[(1s,4s)-4-(prop-1-yn-1-yl)cyclohexyl]oxy}methyl)-1,3,4,6-tetrahydro-2H-quinolizin-3-yl]sulfuric diamide